S1C(=CC2=C1C=CC=C2)C2=CC=1C(=NN(N1)C1=C(C(=CC(=C1)C)C(C)(C)C)O)C=C2 5-benzothiophenyl-2-(2-hydroxy-3-tert-butyl-5-methylphenyl)-2H-benzotriazole